ethyl 2-(3-bromo-5-fluoro-2-pyridyl)acetate BrC=1C(=NC=C(C1)F)CC(=O)OCC